S1(CCCCC1)=O Tetrahydrothiopyran-1-oxide